CSC1=C(CC(N)C)C=C(C(=C1)C)SC 2,5-bismethylthio-4-methyl-amphetamine